OC1=C(C=CC(=C1)B1OC(C(O1)(C)C)(C)C)CC(=O)N (2-hydroxy-4-(4,4,5,5-tetramethyl-1,3,2-dioxaborolan-2-yl)phenyl)acetamide